sodium benzenesulfonate (benzenesulfonate) C1(=CC=CC=C1)S(=O)(=O)[O-].C1(=CC=CC=C1)S(=O)(=O)O.[Na+]